FC1(CC(CC1)C(C(=O)NC1=CC(=NO1)CC(C)(C)C)C1=CC=C(C=C1)C=1N=NN(N1)C)F 2-(3,3-Difluorocyclopentyl)-2-(4-(2-methyl-2H-tetrazol-5-yl)phenyl)-N-(3-neopentylisoxazol-5-yl)acetamide